FC1(C(C(CC1)C(=O)OC)=O)F methyl 3,3-difluoro-2-oxocyclopentane-1-carboxylate